7-azido-N-((tert-butyldiphenylsilyl)oxy)-heptanamide N(=[N+]=[N-])CCCCCCC(=O)NO[Si](C1=CC=CC=C1)(C1=CC=CC=C1)C(C)(C)C